tert-butyl 6-hydroxy-8-methyl-2,2-dioxo-2H-1,2λ6,3-benzoxathiazine-3(4H)-carboxylate OC=1C=C(C2=C(CN(S(O2)(=O)=O)C(=O)OC(C)(C)C)C1)C